diisocyanatobenzophenone N(=C=O)C=1C(=C(C(=O)C2=CC=CC=C2)C=CC1)N=C=O